ClC1=NC(=C2N(C=NC2=N1)S(=O)(=O)OCC1=CC=CC=C1)Cl benzyl 2,6-dichloro-7H-purine-7-sulfonate